Br.NC=1[Se]C2=C(N1)C=CC=C2 2-aminobenzoselenazole hydrobromide